1-methylene-10-nitro-1,6,7,11b-tetrahydro-4H-pyrido[2,1-a]isoquinoline-3-carboxylic acid methyl ester COC(=O)C1=CC(C2N(CCC3=CC=C(C=C23)[N+](=O)[O-])C1)=C